2-((3aR,5r,6aS)-5-benzyl-5-methoxyhexahydrocyclopenta[c]pyrrol-2(1H)-yl)-1-(3-fluoro-4-hydroxyphenyl)ethanone C(C1=CC=CC=C1)C1(C[C@@H]2[C@@H](CN(C2)CC(=O)C2=CC(=C(C=C2)O)F)C1)OC